C1(CCCC1)OC1=C(C=CC=C1OC)CNC(=O)[C@H]1N(C[C@@H](C1)O)C([C@H](C(C)(C)C)N1N=NC(=C1)C1CC1)=O (2S,4R)-N-[[2-(cyclopentoxy)-3-methoxy-phenyl]methyl]-1-[(2S)-2-(4-cyclopropyltriazol-1-yl)-3,3-dimethyl-butanoyl]-4-hydroxy-pyrrolidine-2-carboxamide